C(C=CC1=CC=CC=C1)(=O)OOCC ethoxy cinnamate